FC(C1=NC=CC=C1C1=NC(=NO1)[C@@H]1CC12CCN(CC2)S(=O)(=O)N)(F)F (1R)-1-{5-[2-(Trifluoromethyl)pyridin-3-yl]-1,2,4-oxadiazol-3-yl}-6-azaspiro[2.5]octan-6-sulfonamid